FC=1C=C(C=NC1C)N1C[C@H](CCC1)NC(OC(C)(C)C)=O tert-butyl N-[(3S)-1-(5-fluoro-6-methylpyridin-3-yl)piperidin-3-yl]carbamate